C1(=CC=CC=C1)N(C1=NC=NC=N1)C1=CC=CC=C1 N,N-diphenyl-1,3,5-triazin-2-amine